carbon tetraline C1CCCC2=CC=CC=C12.[C]